(2r,3ar,5r,6ar,7s)-6a,7-dimethylhexahydro-2H-2,5-methanocyclopenta[b]furan C[C@]12O[C@@H]3C[C@H]1C[C@H](C2)[C@@H]3C